CC1=C2C(=CC=3C=4C=C(C=CC4N(C13)C)OCC(=O)NCCCN(C)C)C=NC=C2 2-((5,6-dimethyl-6H-pyrido[4,3-b]carbazol-9-yl)oxy)-N-(3-(dimethylamino)propyl)acetamide